6-bromo-2-methyl-3H-quinazolin-4-one BrC=1C=C2C(NC(=NC2=CC1)C)=O